C(CCCCCCC\C=C/C[C@H](O)CCCCCC)(=O)OCC(CO)(CO)CO pentaerythritol monoricinoleate